O1CCN(CC1)C1=NC2=CC=NC(=C2C=C1N)OC1CCC(CC1)NC1=NC=CC=N1 morpholino-5-(((1s,4s)-4-(pyrimidin-2-ylamino)cyclohexyl)oxy)-1,6-naphthyridin-3-amine